O1CNC(C1)C1=NNC=C1N (oxazolidin-4-yl)pyrazol-4-amine